(2r,5s)-5-(3,4-dichlorobenzamido)-2-{5-[2-(trifluoromethoxy)ethoxy]-1,3,4-oxadiazol-2-yl}piperidine-1-carboxylic acid tert-butyl ester C(C)(C)(C)OC(=O)N1[C@H](CC[C@@H](C1)NC(C1=CC(=C(C=C1)Cl)Cl)=O)C=1OC(=NN1)OCCOC(F)(F)F